CN(C(=O)[C@@H]1CC12CCN(CC2)C(=O)OC(C(F)(F)F)C(F)(F)F)C2=NC=CC=C2 |r| 1,1,1,3,3,3-hexafluoro-propan-2-yl (±)-1-(methyl(pyridin-2-yl)carbamoyl)-6-azaspiro[2.5]octane-6-carboxylate